C1(CC1)C1=C(C=CC(=C1)OC)C=1N(C(C2=C(N1)SC1=C2C=CC(=C1OCOC)C1=CC=CC=C1)=O)CC1=CN=CO1 2-(2-cyclopropyl-4-methoxyphenyl)-8-(methoxymethoxy)-3-(oxazol-5-ylmethyl)-7-phenylbenzo[4,5]thieno[2,3-d]pyrimidin-4(3H)-one